C1(CC1)C1=CC=C(C=N1)C(C)N1C(C=2N([C@@H](C1)C(=O)O)N=C1C2CN([C@@H](C1)C)C(C1=CC(=C(C=C1)Cl)Cl)=O)=O (3R,7S)-9-(1-(6-cyclopropylpyridin-3-yl)ethyl)-2-(3,4-dichlorobenzoyl)-3-methyl-10-oxo-1,2,3,4,7,8,9,10-octahydropyrido[4',3':3,4]pyrazolo[1,5-a]pyrazine-7-carboxylic acid